3-chloro-N-ethyl-1H-indole-6-carboxamide ClC1=CNC2=CC(=CC=C12)C(=O)NCC